3,6,9,12,15,18,21,24-octaoxaheptacosan-27-one CCOCCOCCOCCOCCOCCOCCOCCOCCC=O